Cl.CN[C@@H](CC(C)C)C(=O)N1C[C@]2(C[C@H]1C(=O)N)C(NC1=CC=CC=C12)=O (3R,5'S)-1'-(methyl-L-leucyl)-2-oxospiro[indoline-3,3'-pyrroline]-5'-carboxylic acid amide hydrochloride